NC(C(=O)O)(CCCCB(O)O)CCOC1=CC=C(C=C1)OC 2-amino-6-borono-2-(2-(4-methoxyphenoxy)ethyl)hexanoic acid